4-methylbenzenesulfonic acid [3-(dimethoxymethyl) cyclobutyl] ester COC(C1CC(C1)OS(=O)(=O)C1=CC=C(C=C1)C)OC